N-[5-[[2-(3,3-dimethylazetidin-1-yl)acetyl]amino]-2-methyl-3-pyridyl]-6-(2-morpholinopyrimidin-5-yl)triazolo[1,5-a]pyridine-3-carboxamide CC1(CN(C1)CC(=O)NC=1C=C(C(=NC1)C)NC(=O)C=1N=NN2C1C=CC(=C2)C=2C=NC(=NC2)N2CCOCC2)C